C1(COCC(=O)OCCCCO1)=O butylene diglycolate